1,5-dihydroxy-3-methoxy-7-methylanthracene-9,10-dione OC1=CC(=CC=2C(C3=C(C=C(C=C3C(C12)=O)C)O)=O)OC